FC=1C=CC2=C(N=C(O2)[C@H]2N(CCC3=C2N=CN3)C(CC3(CCC3)O)=O)C1 (S)-1-(4-(5-fluorobenzo[d]oxazol-2-yl)-6,7-dihydro-1H-imidazo[4,5-c]pyridin-5(4H)-yl)-2-(1-hydroxycyclobutyl)ethanone